3-(1-ethyl-2-(2-(methoxymethyl)pyridin-3-yl)-5-(4,4,5,5-tetramethyl-1,3,2-dioxaborolan-2-yl)-1H-indol-3-yl)-2,2-dimethylpropan-1-ol C(C)N1C(=C(C2=CC(=CC=C12)B1OC(C(O1)(C)C)(C)C)CC(CO)(C)C)C=1C(=NC=CC1)COC